thieno[3,2-d]pyrimidine-2-carboxamide N1=C(N=CC2=C1C=CS2)C(=O)N